((R)-1-((S)-3-(N,N-dimethylsulfamoyl)-2-(pyrazine-2-carboxamido)propanamido)-4-phenylbutyl)boronic acid CN(S(=O)(=O)C[C@H](C(=O)N[C@@H](CCCC1=CC=CC=C1)B(O)O)NC(=O)C1=NC=CN=C1)C